6-oxo-6,7-dihydrothieno[2,3-b]pyridine-5-carbonitrile O=C1C(=CC2=C(N1)SC=C2)C#N